NC[C@@]1(C[C@@H](CO1)O)C1=NC(=C(C(=C1)C(C)(C)O)F)C1=CC=C(C=C1)F (TRANS)-5-(aminomethyl)-5-(5-fluoro-6-(4-fluorophenyl)-4-(2-hydroxypropan-2-yl)pyridin-2-yl)tetrahydrofuran-3-ol